FC=1C=C(C=C2N(C(C=NC12)=O)C(C)C)B(O)O 8-fluoro-4-isopropyl-3-oxo-3,4-dihydroquinoxalin-6-ylboronic acid